N-octanoyl-methionine C(CCCCCCC)(=O)N[C@@H](CCSC)C(=O)O